5-(hydroxymethyl)-2-((2-(trifluoromethyl)pyridin-4-yl)oxy)benzonitrile OCC=1C=CC(=C(C#N)C1)OC1=CC(=NC=C1)C(F)(F)F